FC1=CC=C(C=C1)C(C(=O)NC1=NC=CC(=C1)C1=CC=2C(N(CCC2N1)C)=O)C 2-(4-fluorophenyl)-N-[4-(5-methyl-4-oxo-4,5,6,7-tetrahydro-1H-pyrrolo[3,2-c]pyridin-2-yl)pyridin-2-yl]propanamide